[W]=O.[Zn] zinc-tungsten oxide